BrCC1=CC(=NC=C1)NC([C@H](C1CCC(CC1)(F)F)NC(OC(C)(C)C)=O)=O Tert-butyl (S)-(2-((4-(bromomethyl)pyridin-2-yl)amino)-1-(4,4-difluorocyclohexyl)-2-oxoethyl)carbamate